1,5-bis(4-aminophenyl)pentane NC1=CC=C(C=C1)CCCCCC1=CC=C(C=C1)N